1-isobutyl-4-(propylsulfonyl)piperazin C(C(C)C)N1CCN(CC1)S(=O)(=O)CCC